CC(C(=O)NC1=C2C=CN(C2=CC=C1)C1=CC=NC=C1)=C(C)C 4-(4-(2,3-dimethylbut-2-enamido)-1H-indol-1-yl)pyridin